NC1=C(C=C(C=C1)[C@@H]([C@H](C(=O)N1CCC(CC1)=C(F)F)NC(CC)=O)C)F N-[(2R,3S)-3-(4-amino-3-fluorophenyl)-1-[4-(difluoromethylidene)piperidin-1-yl]-1-oxobutan-2-yl]propanamid